epoxycyclohexylethyltrimethoxysilane CO[Si](CCC12CCCCC1O2)(OC)OC